C(C)(C)(C)OC(N(C)CCC(C1=CC=CC=C1)OCC1=CC(=CC=C1)NC(C1=CC=CC=C1)=O)=O (3-((3-benzoylaminobenzyl)oxy)-3-phenylpropyl)(methyl)carbamic acid tert-butyl ester